C(=O)(O)C(C)C 2-carboxypropan